5-phenyl-4,5-dihydro-oxazole C1(=CC=CC=C1)C1CN=CO1